tert-butyl 6-(isopropylamino)-2-azaspiro[3.3]heptane-2-carboxylate C(C)(C)NC1CC2(CN(C2)C(=O)OC(C)(C)C)C1